C(C1=CC=CC=C1)NC1CCC(CC1)C[C@@H]1CC[C@@H](N1C(=O)OC(C)(C)C)C(=O)OC 1-(tert-butyl) 2-methyl (2R,5S)-5-(((1s,4R)-4-(benzylamino)cyclohexyl)-methyl)pyrrolidine-1,2-dicarboxylate